N-[2-(4-{[(4,4-dimethylcyclohex-1-en-1-yl)formamido]methyl}phenyl)ethyl]-5-ethoxy-1H-pyrazole-3-carboxamide CC1(CC=C(CC1)C(=O)NCC1=CC=C(C=C1)CCNC(=O)C1=NNC(=C1)OCC)C